C(C(O)C)(=O)[O-].[Sb+]=O antimony oxide lactate